1,4-di(p-pyridyl)benzene N1=CC=C(C=C1)C1=CC=C(C=C1)C1=CC=NC=C1